C(#N)C1=CC=C(C=C1)[C@H](C)NC(=O)[C@@H]1N(CCOC1)C(=O)OC(C)(C)C tert-butyl (R)-3-(((S)-1-(4-cyanophenyl)ethyl)carbamoyl)morpholine-4-carboxylate